(2-imino-3-methyl-2,3-dihydro-1H-imidazole-1-yl)methylchroman-4-one N=C1N(C=CN1C)CC1OC2=CC=CC=C2C(C1)=O